C(O)(O)=O.C(C1=CC=CC=C1)C1=C(C(=C(N(C)C)C=C1)CC1=CC=CC=C1)CC1=CC=CC=C1 dibenzylbenzyldimethylaniline carbonate